C1(C=CC(N1C1=CC=C(C=C1)N1C(C=CC1=O)=O)=O)=O 1,4-bismaleimidyl-benzene